2-(benzofuran-4-yl)octahydropyrrolo[3,4-c]pyrrole O1C=CC2=C1C=CC=C2N2CC1CNCC1C2